NC1=C(CNC(OC(C)(C)C)=O)C=CC=C1 tert-butyl (2-aminobenzyl)carbamate